4-((1R,5S)-3,8-diazabicyclo[3.2.1]octan-3-yl)-7-(5-chloro-1H-pyrrolo[2,3-b]pyridin-4-yl)-6,8-difluoro-2-((tetrahydro-1H-pyrrolizin-7a(5H)-yl)methoxy)quinazoline [C@H]12CN(C[C@H](CC1)N2)C2=NC(=NC1=C(C(=C(C=C21)F)C2=C1C(=NC=C2Cl)NC=C1)F)OCC12CCCN2CCC1